2-[[7-bromo-5-[(4-phenyl-1-piperidyl)sulfonyl]benzotriazol-1-yl]methoxy]ethyl-trimethyl-silane BrC1=CC(=CC2=C1N(N=N2)COCC[Si](C)(C)C)S(=O)(=O)N2CCC(CC2)C2=CC=CC=C2